NCCC1=CC=C(C=C1)C1=C(C=C(C#N)C=C1)OC1=NC(=NC(=C1)C=1N(C=CC1)C)C 4-[4-(2-aminoethyl)phenyl]-3-[2-methyl-6-(1-methylpyrrol-2-yl)pyrimidin-4-yl]oxybenzonitrile